tert-Butyl 10-((4-chloro-6-oxopyrimidin-1(6H)-yl)methyl)-10-hydroxy-7-azaspiro[4.5]decane-7-carboxylate ClC=1N=CN(C(C1)=O)CC1(CCN(CC12CCCC2)C(=O)OC(C)(C)C)O